C[C@@H]1O[C@H](CN(C1)C=1C=2N(C=C(C1)S(NC1(COC1)C)(=O)=O)C(=NC2)C(=O)N(CCOC)[C@@H]2[C@H](CCC2)O)C 8-((2S,6S)-2,6-Dimethylmorpholino)-N-((1S,2S)-2-hydroxycyclopentyl)-N-(2-methoxyethyl)-6-(N-(3-methyloxetan-3-yl)sulfamoyl)imidazo[1,5-a]pyridine-3-carboxamide